C(C)C1=C(C(N2N1C1(C=3C=CC=CC23)C(=NN(C1=O)C1=CC=CC=C1)CC)=O)C1=C(C=CC=C1)O 1',3-Diethyl-2'-(2-hydroxyphenyl)-1-phenyl-3'H-spiro[pyrazole-4,9'-pyrazolo[1,2-a]indazole]-3',5(1H)-dione